3β-Hydroxy-5β-pregnan-20-one O[C@@H]1C[C@H]2CC[C@H]3[C@@H]4CC[C@H](C(C)=O)[C@]4(CC[C@@H]3[C@]2(CC1)C)C